Cl.O=C1NC(CCC1NC1=CC(=C(C=C1)N1CCC(CC1)(O)CC(=O)O)F)=O 2-[1-[4-[(2,6-dioxo-3-piperidyl)amino]-2-fluoro-phenyl]-4-hydroxy-4-piperidyl]acetic acid hydrochloride